2-Amino-7-(2-hydroxyethyl)-7,9-dihydro-1H-purine-6,8-dione NC=1NC(C=2N(C(NC2N1)=O)CCO)=O